1-(6-thenoyl-9-ethylcarbazole-3-yl)-3-cyclopentyl-propane-1-one-oxime acetate C(C)(=O)O.C1(=CC=CS1)C(=O)C=1C=C2C=3C=C(C=CC3N(C2=CC1)CC)C(CCC1CCCC1)=NO